Dimethoxy(Methyl)Silane-d CO[Si]([2H])(C)OC